4-(4-((4-(trifluoromethyl)phenyl)sulfonyl)-3,4-dihydro-2H-pyrido[4,3-b][1,4]thiazin-8-yl)-benzonitrile FC(C1=CC=C(C=C1)S(=O)(=O)N1C2=C(SCC1)C(=CN=C2)C2=CC=C(C#N)C=C2)(F)F